2-(2,6-Dioxopiperidin-3-yl)-5-[3-(piperazin-1-ylmethyl)azetidin-1-yl]isoindole-1,3-dione O=C1NC(CCC1N1C(C2=CC=C(C=C2C1=O)N1CC(C1)CN1CCNCC1)=O)=O